bicyclo[7.2.1]dodecanyl acrylate C(C=C)(=O)OC12CCCCCCCC(CC1)C2